(11aS)-8-[(5-Bromopentyl)oxy]-2-({[tert-butyl(dimethyl)silyl]oxy}methyl)-7-methoxy-1,11a-dihydro-5H-pyrrolo[2,1-c][1,4]benzodiazepin-5-one BrCCCCCOC1=CC2=C(C(N3[C@H](C=N2)CC(=C3)CO[Si](C)(C)C(C)(C)C)=O)C=C1OC